N,4-dimethoxy-N-methyl-2-phenylpyrimidin-5-carboxamide CON(C(=O)C=1C(=NC(=NC1)C1=CC=CC=C1)OC)C